2-hexyldecyl 8-{8-[(2-butyloctyl)oxy]-N-[3-(dimethyl-amino)propyl]-8-oxooctanamido}octadecenoate C(CCC)C(COC(CCCCCCC(=O)N(CCCN(C)C)C(CCCCC=CC(=O)OCC(CCCCCCCC)CCCCCC)CCCCCCCCCC)=O)CCCCCC